[Ni]=S.[Fe] iron nickel sulphide